OC=1C(=NC=CC1)C(=O)N 3-hydroxypicolinamide